N,N'-propylenebisacrylamide C(C(C)NC(C=C)=O)NC(C=C)=O